(1R,2S,5S)-3-(4-Ethoxy-1H-indole-2-carbonyl)-6,6-dimethyl-N-((S)-1-oxo-3-((S)-2-oxopyrrolidin-3-yl)propan-2-yl)-3-azabicyclo[3.1.0]hexane-2-carboxamide C(C)OC1=C2C=C(NC2=CC=C1)C(=O)N1[C@@H]([C@H]2C([C@H]2C1)(C)C)C(=O)N[C@H](C=O)C[C@H]1C(NCC1)=O